ClC=1C=C(C=CC1)N1CCN(CC1)CC[C@@H]1NC(C2(C1)CCN(CC2)C(=O)OC(C)(C)C)=O tert-butyl (R)-3-(2-(4-(3-chlorophenyl)piperazin-1-yl)ethyl)-1-oxo-2,8-diazaspiro[4.5]decane-8-carboxylate